Cl.C(C)(C)(C)OC(=O)N[C@@H](C)C(=O)OCC(C)(C)OC 2-methoxy-2-methylpropyl (tert-butoxycarbonyl)-L-alaninate hydrochloride